C([C@@H](CN)O)C(=O)O (s)-(+)-4-amino-3-hydroxybutyric acid